N-(3-octyloxypropyl)-1,3-diaminopropane C(CCCCCCC)OCCCNCCCN